5,5'-dimethyl-2,2'-biphenol CC1=CC=C(C(=C1)O)C=1C(=CC(=CC1)C)O